3-(dimethylphosphoryl)-N-(2-fluoroethyl)-N-methylbenzamide CP(=O)(C)C=1C=C(C(=O)N(C)CCF)C=CC1